CSCS (methylsulfanyl)methanethiol